C(C=C)OC(C(C)(C)OC(C1=C(C=C(C(=C1)N1C(N(C(=CC1=O)C(F)(F)F)C)=O)F)Br)=O)=O 1-(allyloxy)-2-methyl-1-oxopropan-2-yl-2-bromo-4-fluoro-5-[3-methyl-2,6-dioxo-4-(trifluoromethyl)-3,6-dihydropyrimidin-1(2H)-yl]benzoate